C1(CC1)C=1N=C2N(C=C(C=C2C)C(=O)N2C[C@@H]3C([C@@H]3C2)NC(OC(C)(C)C)=O)C1 Tert-butyl ((1R,5S,6s)-3-(2-cyclopropyl-8-methylimidazo[1,2-a]pyridine-6-carbonyl)-3-azabicyclo[3.1.0]hexan-6-yl)carbamate